FC(C=1C=C(C(=O)OCC(COC(C2=CC(=CC(=C2)C(F)(F)F)C(F)(F)F)=O)(COC(=O)C2=C(NC=C2C)C)COC(C2=CC(=CC(=C2)C(F)(F)F)C(F)(F)F)=O)C=C(C1)C(F)(F)F)(F)F 2-(((3,5-bis(trifluoromethyl)benzoyl)oxy)methyl)-2-(((2,4-dimethyl-1H-pyrrole-3-carbonyl)oxy)methyl)propane-1,3-diyl bis(3,5-bis(trifluoromethyl)benzoate)